OCC1(CCC1)NC=1C2=C(N=C(N1)C1=CC=C(C=C1)C(C(=O)OC)(C)C)CC[S@]2=O |r| methyl (R/S)-2-(4-(4-((1-(hydroxymethyl) cyclobutyl) amino)-5-oxo-6,7-dihydrothieno[3,2-d]pyrimidin-2-yl) phenyl)-2-methylpropionate